(3-chloro-4-(cyclopropylaminocarbonyl)-aminophenoxy)-7-methoxy-6-quinolinecarboxamide ClC=1C(=C(OC2=NC3=CC(=C(C=C3C=C2)C(=O)N)OC)C=CC1C(=O)NC1CC1)N